CC1=NOC(=C1C1=NC(=NC(=C1C)OCC1CCOCC1)C=1C=C(OCC(CNC)O)C=CC1)C 1-(3-(4-(3,5-dimethylisoxazol-4-yl)-5-methyl-6-((tetrahydro-2H-pyran-4-yl)methoxy)pyrimidin-2-yl)phenoxy)-3-(methylamino)propan-2-ol